C1=2C3CNCCN3CC2C=C(N=C1)N1CCN(CC1)C(=O)OC(C)(C)C tert-butyl 4-(4,7,12-triazatricyclo[7.4.0.02,7]trideca-1(9),10,12-trien-11-yl)piperazine-1-carboxylate